3-[5-(4-Ethyl-phenyl)-[1,2,4]oxadiazol-3-yl]-benzoic acid C(C)C1=CC=C(C=C1)C1=NC(=NO1)C=1C=C(C(=O)O)C=CC1